pyrazolylboronic acid pinacol ester N1N=C(C=C1)B1OC(C)(C)C(C)(C)O1